NC=1C2=C(N=CN1)N(C=C2C#CC=2C(=CC1=C(N=C(S1)C1CC1)C2F)F)[C@@H]2CN(CC2)C(C=C)=O (S)-1-(3-(4-amino-5-((2-cyclopropyl-4,6-difluoro-benzo[d]thiazol-5-yl)ethynyl)-7H-pyrrolo[2,3-d]pyrimidin-7-yl)pyrrolidin-1-yl)prop-2-en-1-one